C(C)(C)(C)OC(=O)N1CC(C1)CC1=CC=2N=C(CC(=CC2S1)C(N(CCC)OCCNC(=O)OC(C)C)=O)N 3-[[5-amino-7-[2-(isopropoxycarbonylamino)ethoxy-propyl-carbamoyl]-6H-thieno[3,2-b]azepin-2-yl]methyl]azetidine-1-carboxylic acid tert-butyl ester